2-(2-hydroxyethoxy)ethyl hydrogen phthalate C(C=1C(C(=O)O)=CC=CC1)(=O)OCCOCCO